[4-(cyclopropylmethoxy)phenyl]acetic acid C1(CC1)COC1=CC=C(C=C1)CC(=O)O